N4-(5-amino-2-fluorophenyl)-5-(2,5-dihydrofuran-3-yl)-N2-(1-methyl-1H-pyrazol-4-yl)pyrimidine-2,4-diamine NC=1C=CC(=C(C1)NC1=NC(=NC=C1C=1COCC1)NC=1C=NN(C1)C)F